2-fluoro-N'-hydroxybenzamidine FC1=C(C(=NO)N)C=CC=C1